ClC=1C(=C(C=CC1Cl)O)N1CCC2(CN(C2)CCO)CC1 3,4-Dichloro-2-(2-(2-hydroxyethyl)-2,7-diazaspiro[3.5]nonan-7-yl)phenol